(3-aminopiperidin-1-yl)(phenyl)methanone hydrochloride Cl.NC1CN(CCC1)C(=O)C1=CC=CC=C1